C(=O)C1=CC(=CS1)B(O)O (5-Formylthiophen-3-yl)boronic acid